4-[3-[2,6-Dichloro-4-[(2R)-2-methylmorpholin-4-yl]benzoyl]-2,4-dihydro-1,3-benzoxazin-8-yl]-5-fluoro-2-(3-oxa-8-azabicyclo[3.2.1]octan-8-yl)benzoic acid ClC1=C(C(=O)N2COC3=C(C2)C=CC=C3C3=CC(=C(C(=O)O)C=C3F)N3C2COCC3CC2)C(=CC(=C1)N1C[C@H](OCC1)C)Cl